CC1=NOC(=C1NC(=O)O[C@H](C)C=1C=NC=CC1)C1=CC=C(C=C1)NC(=O)C1C(CCCC1)C(=O)O 2-((4-(3-methyl-4-((((R)-1-(pyridin-3-yl)ethoxy)carbonyl)amino)isoxazol-5-yl)phenyl)carbamoyl)cyclohexane-1-carboxylic acid